N=1C=CN2C1C=CC(=C2)C2=CC=C(C=C2)S(=O)(=N)[C@@H]2CC[C@@H](CC2)NC2=CC=C(C=C2)S(F)(F)(F)(F)F (4-{imidazo[1,2-a]pyridin-6-yl}phenyl)[cis-4-{[4-(pentafluoro-λ6-sulfanyl)phenyl]Amino}cyclohexyl](imino)-λ6-sulfanone